C1(=CC=C(C=C1)C#CC(=O)O)C1=CC=CC=C1 3-([1,1'-biphenyl]-4-yl)propiolic acid